Tert-butyl-7-bromo-4-((tert-butylsulfinyl)imino)-3,4-dihydroquinoline-1(2H)-carboxylic acid C(C)(C)(C)C1N(C2=CC(=CC=C2C(C1)=NS(=O)C(C)(C)C)Br)C(=O)O